ClC=1C=C(C=C(C1)Cl)N1CCC(CC1)SC=1N=NNC1CO (4-((1-(3,5-dichlorophenyl)piperidin-4-yl)sulfanyl)-1H-1,2,3-triazol-5-yl)methanol